Cl.N[C@@H](CCC(=O)N)[C@@H](C)OCC1=CC=C(C=C1)CCCOCCCCCCCOCCCC1=CC2=C(N(C(N2C)=O)C2C(NC(CC2)=O)=O)C=C1 (4S,5R)-4-amino-5-[(4-[3-[(7-[3-[1-(2,6-dioxopiperidin-3-yl)-3-methyl-2-oxo-1,3-benzodiazol-5-yl]propoxy]heptyl)oxy]propyl]phenyl)meth-oxy]hexanamide hydrochloride